3-(5-((3-(((1r,3r,5r,7r)-adamantan-2-yl)amino)propyl)amino)-2-methyl-4-oxoquinazoline-3(4H)-yl)piperidine-2,6-dione C12C(C3CC(CC(C1)C3)C2)NCCCNC2=C3C(N(C(=NC3=CC=C2)C)C2C(NC(CC2)=O)=O)=O